C(CCCC(=O)OC(C)(C)C)(=O)OCOC(NCCC1=C(C=C(C(=C1)OC)Br)OC)=O (((4-Bromo-2,5-dimethoxyphenethyl)carbamoyl)oxy)methyl tert-butyl glutarate